C(C1=CC=CC=C1)S(=O)(=O)Cl alpha-toluenesulfonyl chloride